FC1=C(COC2=C(N=NN2)C(=O)O)C=CC=C1 5-((2-fluorobenzyl)oxy)-1H-1,2,3-triazole-4-carboxylic acid